ClC1=CC=C(C(=N1)C1=NOC(N1)=O)N[C@H](C)C=1C=C(C=C2C(C(=C(OC12)C=1C=NN(C1)C1CN(C1)S(=O)(=O)C)C)=O)C 3-[6-chloro-3-[[(1R)-1-[3,6-dimethyl-2-[1-(1-methylsulfonylazetidin-3-yl)pyrazol-4-yl]-4-oxo-chromen-8-yl]ethyl]amino]-2-pyridyl]-4H-1,2,4-oxadiazol-5-one